5-(aminomethyl)-7-methoxy-2-methyl-3H-isoindol-1-one NCC=1C=C2CN(C(C2=C(C1)OC)=O)C